CC1=NC(=NO1)C1=CC=C2C=CN=C(C2=C1)NCCN1C(C2=NC(=CC=C2C1)C(=O)OCC)=O ethyl 6-[2-[[7-(5-methyl-1,2,4-oxadiazol-3-yl)-1-isoquinolyl]amino]ethyl]-7-oxo-5H-pyrrolo[3,4-b]pyridine-2-carboxylate